3-[6-({4-[6-(m-cyanophenyl)-2-(2-methoxyethylamino)-4-pyrimidinyl]-1H-1,2,3-triazol-1-yl}methyl)-2-pyridinyl]-3-methylbutanoic acid C(#N)C=1C=C(C=CC1)C1=CC(=NC(=N1)NCCOC)C=1N=NN(C1)CC1=CC=CC(=N1)C(CC(=O)O)(C)C